2-(aminomethyl)-4-bromo-5-chloro-6-fluoro-3-methyl-2-(pyridin-2-yl)-2,3-dihydrobenzofuran-3-ol NCC1(OC2=C(C1(O)C)C(=C(C(=C2)F)Cl)Br)C2=NC=CC=C2